ClC1([C@H]([C@@H]1C1=CC(=CC(=C1)Cl)Cl)C(=O)NC1=C(C(=CC=C1)NC(CC1CC1)=O)F)Cl (1R,3R)-2,2-Dichloro-N-(3-(2-cyclopropylacetamido)-2-fluorophenyl)-3-(3,5-dichlorophenyl)cyclopropane-1-carboxamide